2-[(1R,5S,6S)-3-[2-(1H-1,3-Benzodiazol-2-yl)ethyl]-3-azabicyclo[3.1.0]hex-6-yl]-N-[(3-fluoropyridin-2-yl)methyl]-1,3-thiazole-4-carboxamide N1C(=NC2=C1C=CC=C2)CCN2C[C@H]1C([C@H]1C2)C=2SC=C(N2)C(=O)NCC2=NC=CC=C2F